chromium iron water O.[Fe].[Cr]